COC(C1=CN=CC(=C1)NC=1SC(=C(N1)C)CCO)=O 5-((5-(2-hydroxyethyl)-4-methylthiazol-2-yl)amino)nicotinic acid methyl ester